C(C1=CC=CC=C1)N(P(C1=CC=C(C=C1)[Si](CCCC)(CCCC)CCCC)C1=C(C=CC=C1)SC)P(C1=CC=C(C=C1)[Si](CCCC)(CCCC)CCCC)C1=CC=C(C=C1)[Si](CCCC)(CCCC)CCCC N-benzyl-N-(bis(4-(tributylsilyl)phenyl)phosphaneyl)-1-(2-(methylthio)phenyl)-1-(4-(tributylsilyl)phenyl)phosphanamine